4-oxaspiro[2.5]octan-6-amine C1CC12OCC(CC2)N